2-(6-((7-oxaspiro[3.5]nonan-1-yl)amino)pyridin-2-yl)-1,6-naphthyridin C1(CCC12CCOCC2)NC2=CC=CC(=N2)C2=NC1=CC=NC=C1C=C2